4-chloro-N-cyclopropyl-2-fluoro-5-{1-[6-(2-methylpropane-2-sulfonyl)imidazo[1,2-a]pyridin-3-yl]-1H-pyrazol-4-yl}benzamide ClC1=CC(=C(C(=O)NC2CC2)C=C1C=1C=NN(C1)C1=CN=C2N1C=C(C=C2)S(=O)(=O)C(C)(C)C)F